3-benzyl-tetrahydropyran C(C1=CC=CC=C1)C1COCCC1